trimethyl-pyrido[3,2-a]pyrido[1',2':1,2]imidazo[4,5-c]phenazine CC1=CC=2N(C=3C(=C4C(=C5N=C6C=CC=CC6=NC35)C=CC=N4)N2)C(=C1C)C